1-(4-fluorophenyl)-6-methyl-1H-indazol FC1=CC=C(C=C1)N1N=CC2=CC=C(C=C12)C